(R) and (S)-2,5-dimethoxy-4-iodoamphetamine COC1=C(C[C@H](N)C)C=C(C(=C1)I)OC |r|